N-[4-(3-Amino-1H-pyrazolo[3,4-d]pyrimidin-6-yl)-phenyl]-2-fluoro-5-methoxy-benzeneSulfonamide NC1=NNC2=NC(=NC=C21)C2=CC=C(C=C2)NS(=O)(=O)C2=C(C=CC(=C2)OC)F